IC1=CC=C(C=C1)N1C(C=CC1=O)=O 1-(4-iodophenyl)-1H-pyrrole-2,5-dione